ClC=1C=C(C(=NC1)N1N=CC(=C1)S(=O)(=O)NC=1C=CC=C2C(=CNC12)Cl)F 1-(5-Chloro-3-fluoro-2-pyridyl)-N-(3-chloro-1H-indol-7-yl)pyrazol-4-sulfonamid